2-((6-methyl-2-(trifluoromethyl)pyridin-3-yl)sulfonyl)-6-(tetrahydro-2H-pyran-4-yl)-2,6-diazaspiro[3.3]heptane CC1=CC=C(C(=N1)C(F)(F)F)S(=O)(=O)N1CC2(C1)CN(C2)C2CCOCC2